FC1=C(C=CC(=C1)OC1=CC(=CC=C1)C=1OC(=NN1)C)NC(OC(C)(C)C)=O tert-Butyl {2-fluoro-4-[3-(5-methyl-1,3,4-oxadiazol-2-yl)phenoxy]phenyl}carbamate